ClC=1C(=NC(=NC1)NC1=C(C=C(C=C1)N1CCC(CC1)NC(CNC1=C2C(N(C(C2=CC=C1)=O)C1C(NC(CC1)=O)=O)=O)=O)OC)NC1=C(C=CC=C1)P(=O)(C)C N-(1-(4-((5-chloro-4-((2-(dimethylphosphoryl)phenyl)amino)pyrimidin-2-yl)amino)-3-methoxyphenyl)piperidin-4-yl)-2-((2-(2,6-dioxopiperidin-3-yl)-1,3-dioxoisoindolin-4-yl)amino)acetamide